(2S,4R)-4-(2,3-dichloro-6-methoxyphenyl)-2-(oxiran-2-yl)pyrrolidine-1-carboxylic acid tert-butyl ester C(C)(C)(C)OC(=O)N1[C@@H](C[C@@H](C1)C1=C(C(=CC=C1OC)Cl)Cl)C1OC1